FC1=CC=C(C=C1)N1N=C(C(=C1)[C@H]1O[C@@H](C(N1CCC1=CC=C(C=C1)OC)=O)C)C1=CC=C(C=C1)F (2R,5R)-2-(1,3-bis(4-fluorophenyl)-1H-Pyrazol-4-yl)-3-(4-methoxyphenethyl)-5-methyloxazolidin-4-one